C(C)NCCC(=O)NC1=CNC(=C1C)\C=C\1/C(NC2=CC=C(C=C12)F)=O (Z)-3-(ethylamino)-N-(5-((5-fluoro-2-oxoindol-3-ylidene)methyl)-4-methyl-1H-pyrrol-3-yl)propionamide